C(C)(C)(C)OC(=O)N1CCC(CC1)CN1CCN(CC1)C=1C=C2C(N(C(C2=CC1)=O)C1C(NC(CC1)=O)=O)=O 4-((4-(2-(2,6-dioxopiperidin-3-yl)-1,3-dioxoisoindolin-5-yl)piperazin-1-yl)methyl)Piperidine-1-carboxylic acid tert-butyl ester